N[C@@H](CC(=O)[O-])C(=O)[O-].[Na+].S1C(=NC2=C1C=CC=C2)NC(=O)C2=CC=C(S2)C=C2CCN(CC2)C(=O)NC2=CC=C(C=C2)F.[Na+] 4-((5-(benzo[d]thiazol-2-ylcarbamoyl)thiophen-2-yl)methylene)-N-(4-fluorophenyl)piperidine-1-carboxamide sodium L-aspartate salt